4-((4,6-Dimethylpyridin-2-yl)methyl)-7-((2-methyl-1H-imidazol-1-yl)methyl)-9-(o-tolyl)-3,4-dihydrobenzo[f][1,4]oxazepin-5(2H)-one CC1=CC(=NC(=C1)C)CN1CCOC2=C(C1=O)C=C(C=C2C2=C(C=CC=C2)C)CN2C(=NC=C2)C